C(CCCCCCCCCC)P(O)(O)=O UnDecylphosphonic acid